C(C)(C)(C)OC(CCCCCCCCC=O)=O 10-oxodecanoic acid tert-butyl ester